N-(1'-(2-(1,1-difluoroethyl)-6-(1-(difluoromethyl)-1H-pyrazol-4-yl)pyrimidin-4-yl)-1',2'-dihydrospiro[cyclopropane-1,3'-pyrrolo[3,2-c]pyridin]-6'-yl)acetamide FC(C)(F)C1=NC(=CC(=N1)N1CC2(C=3C=NC(=CC31)NC(C)=O)CC2)C=2C=NN(C2)C(F)F